octadecane-5,9,12-trienoic acid C(CCCC=CCCC=CCC=CCCCCC)(=O)O